Cl.NCC1=C(C(=CC(=C1)C1=CC(=NC=C1)OC)Cl)SC1=NC=CC=C1CO (2-{[2-(aminomethyl)-6-chloro-4-(2-methoxypyridin-4-yl)phenyl]sulfanyl}pyridin-3-yl)methanol HCl salt